CS(=O)(=O)OCCCC1=C2CN(C(C2=CC=C1)=C=O)C1C(NC(CC1)=C=O)=C=O 3-(2-(2,6-dicarbonylpiperidin-3-yl)-1-carbonylisoindolin-4-yl)propyl methanesulfonate